FC1([C@@H](CN2C(N(CC[C@@H]21)C2=NOC1=NC=CC(=C12)C1=C(C=C(C=C1F)F)F)=O)NS(=O)(=O)C)F N-{(4aR,6R)-5,5-difluoro-1-oxo-2-[4-(2,4,6-trifluorophenyl)[1,2]oxazolo[5,4-b]pyridin-3-yl]octahydropyrrolo[1,2-c]pyrimidin-6-yl}methanesulfonamide